(S)-2-((tert-butoxycarbonyl)amino)-3-(5-chloro-2-((1-methyl-1H-pyrazol-4-yl)oxy)pyridine-3-yl)propanoic acid C(C)(C)(C)OC(=O)N[C@H](C(=O)O)CC=1C(=NC=C(C1)Cl)OC=1C=NN(C1)C